O=S1(CCN(CC2=C1C=CC=C2)C2=NC1=CC=C(C=C1C(=C2)NC[C@@H](C)N)C)=O (2R)-N~1~-[2-(1,1-dioxido-2,3-dihydro-1,4-benzothiazepin-4(5H)-yl)-6-methylquinolin-4-yl]propane-1,2-diamine